(R)-4-(2,3-diethyl-9H-indeno[2,1-b]pyridin-4-yl)-3-fluorobenzoic acid methyl ester COC(C1=CC(=C(C=C1)C1=C2C(=NC(=C1CC)CC)CC=1C=CC=CC12)F)=O